FC=1C=C(C=C(C1)O)C=1C=NC=C(C(=O)[O-])C1 5-(3-fluoro-5-hydroxyphenyl)nicotinate